4-chlorothieno[2,3-D]pyrimidine ClC=1C2=C(N=CN1)SC=C2